(2-nitro-6-phenylbenzo[5,6]phenanthro[3,4-b]furan-1-yl)bis(thiophen-2-yl)phosphine oxide [N+](=O)([O-])C1=C(C2=C(O1)C=CC=1C(=CC=3C=CC4=C(C3C12)C=CC=C4)C4=CC=CC=C4)P(C=4SC=CC4)(C=4SC=CC4)=O